C(#N)C1=C(C=C(C=C1)N1CCC(CC1)C1=CC=C(OCC2CC(C2)C(=O)OC)C=C1)C(F)(F)F Methyl 3-((4-(1-(4-cyano-3-(trifluoromethyl)phenyl)piperidin-4-yl)phenoxy)methyl)cyclobutane-1-carboxylate